NC=1CNC2=CC(=C(C=C2C1C1=C2C=NNC2=C(C=C1)F)Br)C 3-Amino-6-bromo-4-(7-fluoro-1H-indazol-4-yl)-7-methyl-1H-quinolin